allyl-n-hexanoic acid C(C=C)C(C(=O)O)CCCC